NC1=C(C=NN1C1(CC1)C1=CC=C(C=C1)F)C(=O)N1C[C@@]2(CCC1)C1=C(NC(O2)=O)C=CC(=C1F)Cl (R)-1'-(5-Amino-1-(1-(4-fluorophenyl)cyclopropyl)-1H-pyrazole-4-carbonyl)-6-chloro-5-fluorospiro[benzo[d][1,3]oxazine-4,3'-piperidin]-2(1H)-one